3-glycidoxy(glycidoxy)propylmethyldiethoxysilane C(C1CO1)OC(CC[Si](OCC)(OCC)C)OCC1CO1